(7-(1-((6-(3,3-difluoroazetidin-1-yl)pyridin-2-yl)methyl)-1H-1,2,3-triazol-4-yl)-3H-imidazo[4,5-b]pyridin-5-yl)-2-methylbenzonitrile FC1(CN(C1)C1=CC=CC(=N1)CN1N=NC(=C1)C1=C2C(=NC(=C1)C=1C(=C(C#N)C=CC1)C)NC=N2)F